methyl 2-oxo-cyclohexanecarboxylate O=C1C(CCCC1)C(=O)OC